C1(CCC1)C=1C(=NN(C1C(=O)OCC)CC(=O)C1=CC(=C(C=C1)Cl)Cl)C(=O)OCC Diethyl 4-cyclobutyl-1-[2-(3,4-dichlorophenyl)-2-oxoethyl]-1H-pyrazole-3,5-dicarboxylate